CC1=CC[C@H](C(C)(O)C)CC1 |r| (+-)-alpha-terpineol